O1CCC(CC1)OC=1C=C(N)C=CC1 3-(tetrahydro-2H-pyran-4-yloxy)aniline